1-(2-methyl-5-sulfamoylbenzoyl)-D-prolinamide CC1=C(C(=O)N2[C@H](CCC2)C(=O)N)C=C(C=C1)S(N)(=O)=O